NC1=NC(N(C=C1)[C@H]1[C@]([C@@H]([C@H](O1)CO[P@](=O)(OC1=CC=CC=C1)N[C@@H](C)C(=O)OC(C)C)O)(C)F)=O isopropyl ((S)-(((2R,3R,4R,5R)-5-(4-amino-2-oxopyrimidin-1(2H)-yl)-4-fluoro-3-hydroxy-4-methyltetrahydrofuran-2-yl)methoxy)(phenoxy)phosphoryl)-L-alaninate